COC=1CCC(N1)C1=CC=C(C=C1)C(F)(F)F 5-methoxy-2-(4-(trifluoromethyl)phenyl)-3,4-dihydro-2H-pyrrole